(2S,4r)-1-[(2S)-2-(4-cyclopropyl-triazol-1-yl)-3,3-dimethyl-butyryl]-4-hydroxy-N-(oxazol-4-ylmethyl)pyrrolidine-2-carboxamide C1(CC1)C=1N=NN(C1)[C@H](C(=O)N1[C@@H](C[C@H](C1)O)C(=O)NCC=1N=COC1)C(C)(C)C